[(3S)-3-(1H-1,2,4-Triazol-5-yl)pyrrolidin-1-yl]-[3-[3-[[6-(trifluoromethyl)-3-pyridyl]methyl]-1-bicyclo[1.1.1]pentanyl]azetidin-1-yl]methanone N1N=CN=C1[C@@H]1CN(CC1)C(=O)N1CC(C1)C12CC(C1)(C2)CC=2C=NC(=CC2)C(F)(F)F